OC(CNC=1OC2=C(C=C(C=C2C(C1)=O)C)C(C)NC1=C(C(=O)O)C=CC=C1)(C)C 2-((1-(2-((2-hydroxy-2-methylpropyl)amino)-6-methyl-4-oxo-4H-chromen-8-yl)ethyl)amino)benzoic acid